1-[2-anilino-6-[5-(2-morpholinoethoxy)benzimidazol-1-yl]-3-pyridinyl]ethanone N(C1=CC=CC=C1)C1=NC(=CC=C1C(C)=O)N1C=NC2=C1C=CC(=C2)OCCN2CCOCC2